3-fluoro-4-hydroxycyclopentane-1-carboxamide FC1CC(CC1O)C(=O)N